dimethyl 4-methyl-1-((2-(trimethylsilyl) ethoxy) methyl)-1H-pyrazole-3,5-dicarboxylate CC=1C(=NN(C1C(=O)OC)COCC[Si](C)(C)C)C(=O)OC